N=1N(C=C2C1N=CC=C2)CC2(CC(CCC2)=O)C 3-((2H-pyrazolo[3,4-b]pyridin-2-yl)methyl)-3-methylcyclohexane-1-one